CC(C(=O)O)CCCCCC\C=C/CCCCCCCC.C(CCCCCCC\C=C/CCCCCCCC)(=O)OC methyl cis-9-octadecenoate (methyl oleate)